1,5-dioxepan-2-one O1C(CCOCC1)=O